tert-butyl ((1R,4R)-4-((2-(2,6-dioxopiperidin-3-yl)-1-oxoisoindolin-4-yl)amino)cyclohexyl)carbamate O=C1NC(CCC1N1C(C2=CC=CC(=C2C1)NC1CCC(CC1)NC(OC(C)(C)C)=O)=O)=O